ClC=1C(=NC=CC1)N1CCN(CC1)CC1=CC=C2CN(C(C2=C1)=O)N1C(NC(CC1)=O)=O 1-(6-((4-(3-chloropyridin-2-yl)piperazin-1-yl)methyl)-1-oxoisoindolin-2-yl)dihydropyrimidine-2,4(1H,3H)-dione